FC(C(F)F)(F)N(C)C 1,1,2,2-tetrafluoro-N,N-dimethyl-ethylamine